4-(methyl-sulfonyl)benzene CS(=O)(=O)C1=CC=CC=C1